CN1C(C2=CC=CC=C2CC1)=C=O 2-methyl-1-carbonyl-1,2,3,4-tetrahydroisoquinolin